5-fluoro-4-{3-[(1S)-1-hydroxyethyl]-4-methyl-5-oxo-4,5-dihydro-1H-1,2,4-triazol-1-yl}-N-(2-methylphenyl)-2-{[(2S)-1,1,1-trifluoropropan-2-yl]oxy}benzamide FC=1C(=CC(=C(C(=O)NC2=C(C=CC=C2)C)C1)O[C@H](C(F)(F)F)C)N1N=C(N(C1=O)C)[C@H](C)O